(E)-2-(4-(3,5-dimethoxystyryl)phenyl)pyridine trizinc diarsenate [As]([O-])([O-])([O-])=O.[As]([O-])([O-])([O-])=O.[Zn+2].[Zn+2].[Zn+2].COC=1C=C(/C=C/C2=CC=C(C=C2)C2=NC=CC=C2)C=C(C1)OC